[(3S)-3-fluoro-1-[4-({8-[(2R,3S)-3-(methanesulfonyl-methyl)-2-methylazetidin-1-yl]-5-(propan-2-yl)isoquinolin-3-yl}amino)pyrimidin-2-yl]pyrrolidin-3-yl]methanol F[C@@]1(CN(CC1)C1=NC=CC(=N1)NC=1N=CC2=C(C=CC(=C2C1)C(C)C)N1[C@@H]([C@H](C1)CS(=O)(=O)C)C)CO